C(C)(C)(C)OC(=O)NC1=CC=2N(C=C1C)N=C(C2C(=O)OCC)C ethyl 5-((tert-butoxycarbonyl)amino)-2,6-dimethylpyrazolo[1,5-a]pyridine-3-carboxylate